1-Tert-butyl (2S)-2-methyl-4-oxo-piperidine-1-carboxylate C[C@@H]1N(CCC(C1)=O)C(=O)OC(C)(C)C